ClC=1C=C(C=CC1F)N1CC(C=2C1=NC=C(N2)C(=O)N2C(CN(CC2)C2=CC=C(C=N2)CC(=O)O)(C)C)(C)C 2-(6-(4-(5-(3-chloro-4-fluorophenyl)-7,7-dimethyl-6,7-dihydro-5H-pyrrolo[2,3-b]pyrazine-2-carbonyl)-3,3-dimethylpiperazin-1-yl)pyridin-3-yl)acetic acid